CC(C)N(C(=O)C1=C(OC=2C(=NC=NC2)N([C@H]2C[C@H](C[C@H]2O)NC(OCC2=CC=CC=C2)=O)C)C=CC(=C1)F)C(C)C benzyl {(1R,3S,4R)-3-[(5-{2-[di(propan-2-yl)carbamoyl]-4-fluorophenoxy}pyrimidin-4-yl) (methyl)amino]-4-hydroxycyclopentyl}carbamate